4-(7-Chloro-2-methoxy-10,11-dihydro-dibenzo[b,f]azepin-5-yl)-butylamine ClC1=CC2=C(CCC3=C(N2CCCCN)C=CC(=C3)OC)C=C1